5ALPHA-HYDROXY-6BETA-[2-(1H-IMIDAZOL-4-YL)-ETHYLAMINO]-CHOLESTAN-3BETA-OL O[C@]12[C@@H](C[C@H]3[C@@H]4CC[C@H]([C@@H](CCCC(C)C)C)[C@]4(CC[C@@H]3[C@]2(CC[C@@H](C1)O)C)C)NCCC=1N=CNC1